1-[2-Hydroxy-4-(3-methylbut-2-enoxy)phenyl]-3-[4-(3-methylbut-2-enoxy)phenyl]prop-2-en-1-one OC1=C(C=CC(=C1)OCC=C(C)C)C(C=CC1=CC=C(C=C1)OCC=C(C)C)=O